C(C)(C)(C)NC(=O)NC1=NC2=NC(=CC=C2C=C1C1=C(C=CC(=C1)OCCC1NCCCC1)OC)NCCCCC 1-(tert-butyl)-3-(3-(2-methoxy-5-(2-(piperidin-2-yl)ethoxy)phenyl)-7-(pentylamino)-1,8-naphthyridin-2-yl)urea